C(CCC)OC(=O)C1=C(C(=O)O[Ti](OCCCC)(OCCCC)OCCCC)C=CC=C1 (2-n-butoxycarbonylbenzoyloxy)tributoxytitanium